methyl (S)-3-cyclohexyl-2-(((heptyloxy)carbonyl)amino)propanoate C1(CCCCC1)C[C@@H](C(=O)OC)NC(=O)OCCCCCCC